C(C)[NH+](CC)CC.P([O-])(=O)(OP(=O)([O-])[O-])OC[C@@H]1[C@]([C@H]([C@@H](O1)N1C=[N+](C=2C(=O)NC(N)=NC12)C)O)(O)OS(=O)(=O)C.[N+](=O)([O-])C1=C(C=CC(=C1)[N+](=O)[O-])S(=O)(=O)Cl.C(C)[NH+](CC)CC 2,4-dinitrobenzenesulfonyl chloride 7-Methyl-3'-mesyloxyguanosine-5'-diphosphate triethylammonium salt